6-chloro-1-methyl-3-phenylisoquinoline ClC=1C=C2C=C(N=C(C2=CC1)C)C1=CC=CC=C1